O=C(OCC1=CC=CC=C1)NCCOCCOCCNC(NC=1C=C(C=C(C(=O)O)C1)C(=O)O)=O 5-(3-(3-oxo-1-phenyl-2,7,10-trioxa-4-azadodec-12-yl)ureido)isophthalic acid